9-Hydroxy-5-methyl-4-thia-2,12-diazatricyclo[7.3.0.03,7]dodeca-1,3(7),5-trien-8-one OC12C(C=3C=C(SC3N=C2NCC1)C)=O